C(C1=CC=CC=C1)NC(N(C1=CC=C(C=C1)C1=CN(C(C=C1)=O)C)[C@@H]1CC[C@H](CC1)NC1=NC=C(C(=N1)C1=CC(=NN1)C)C#N)=O 3-benzyl-1-(trans-4-((5-cyano-4-(3-methyl-1H-pyrazol-5-yl)pyrimidin-2-yl)amino)cyclohexyl)-1-(4-(1-methyl-6-oxo-1,6-dihydropyridin-3-yl)phenyl)urea